CC1=C(C(=CC(=C1)C#CC)C)C1C(CC2(CCN(CC2)C(/C(/C)=N/OC2=NC=CC=C2)=O)CC1=O)=O 9-(2,6-DIMETHYL-4-PROP-1-YNYL-PHENYL)-3-[(2E)-2-(2-PYRIDYLOXYIMINO)PROPANOYL]-3-AZASPIRO[5.5]UNDECANE-8,10-DIONE